2-Ethylpyrimidin-4-amine C(C)C1=NC=CC(=N1)N